N-(6-((1H-pyrazol-1-yl)methyl)-4-methoxyisoxazolo[4,5-c]pyridin-3-yl)-6-methoxybenzofuran-5-sulfonamide N1(N=CC=C1)CC1=CC2=C(C(=N1)OC)C(=NO2)NS(=O)(=O)C=2C(=CC1=C(C=CO1)C2)OC